2-Iodo-5,6,7,8-tetrahydro-[1,2,4]triazolo[1,5-a]pyridine IC1=NN2C(CCCC2)=N1